N-{[2-({octahydrocyclopenta[c]pyrrol-2-yl}methyl)-1H-indol-6-yl]methyl}-4-oxo-4H-pyrido[1,2-a]pyrimidine-2-carboxamide C1N(CC2C1CCC2)CC=2NC1=CC(=CC=C1C2)CNC(=O)C=2N=C1N(C(C2)=O)C=CC=C1